(1R,2R,3R)-N-(8-amino-7-fluoro-6-(4-methylpyridin-3-yl)isoquinolin-3-yl)-2-methyl-3-(1-(2-morpholinoethyl)-1H-pyrazol-4-yl)cyclopropanecarboxamide NC=1C(=C(C=C2C=C(N=CC12)NC(=O)[C@@H]1[C@@H]([C@H]1C=1C=NN(C1)CCN1CCOCC1)C)C=1C=NC=CC1C)F